4-fluoro-3-methylbut-2-en-1-yl-diphosphate FCC(=CCOP([O-])(=O)OP(=O)([O-])[O-])C